C[SiH](OCCC)OCCC methyldi(3-propoxy)silane